CC1=C(C(=C2N1N=C(C1=CC=CC=C21)N2CCCC2)CO)CO (3-Methyl-6-(pyrrolidin-1-yl)pyrrolo[2,1-a]phthalazine-1,2-diyl)dimethanol